[Si](C)(C)(C(C)(C)C)O[C@H]1[C@@H](O[C@@H]([C@H]1O)CO[Si](C)(C)C(C)(C)C)N1C2=NC=NC(=C2N=C1)NC(C1=CC=CC=C1)=O N-(9-((2R,3R,4R,5R)-3-((tert-butyldimethylsilyl)oxy)-5-(((tert-butyldimethylsilyl)oxy)methyl)-4-hydroxytetrahydrofuran-2-yl)-9H-purin-6-yl)benzamide